S1CCCC2=NC=C(C=C12)NC1=NC(=NC=C1)NC1=CC(=C(C=C1)OCCCN1CCCCC1)OC 4-(3,4-dihydro-2H-1-thia-5-azanaphth-7-ylamino)-2-[3-methoxy-4-(3-piperidinopropoxy)phenylamino]pyrimidine